4,5-DIHYDRO-4-OXO-3H-PYRROLO[3,2-D]PYRIMIDINE-7-CARBOXALDEHYDE O=C1C2=C(N=CN1)C(=CN2)C=O